OC1=C(C(CCC1)=O)C(=O)C=1C(=C2C(N(C(N(C2=CC1)C)=O)C1=C(C=CC=C1)C)=O)C 6-[(2-hydroxy-6-oxocyclohex-1-ene-1-yl)carbonyl]-1,5-dimethyl-3-(2-methylphenyl)quinazoline-2,4(1H,3H)-dione